9-ethyl-2-(3-methoxy-4-phenyl-1H-pyrazol-1-yl)-6-(pyridin-3-yl)-9H-purine C(C)N1C2=NC(=NC(=C2N=C1)C=1C=NC=CC1)N1N=C(C(=C1)C1=CC=CC=C1)OC